(5-((3-Methylpyridin-4-yl)methyl)-1-((2-(trimethylsilyl)ethoxy)methyl)-1H-imidazol-2-yl)(thiazol-5-yl)methanol CC=1C=NC=CC1CC1=CN=C(N1COCC[Si](C)(C)C)C(O)C1=CN=CS1